C(C)[SiH2]OCC(OC1=CC=CC=C1)OC1=CC=CC=C1 ethyl-diphenoxyethoxysilane